ClC1=C(C=C(OCCCN2C(=C(C(=C2C)S(=O)(=O)C=2SC=CC2)C)C(=O)O)C=C1C)C 1-(3-(4-Chloro-3,5-dimethylphenoxy)propyl)-3,5-dimethyl-4-(thiophen-2-ylsulfonyl)-1H-pyrrole-2-Carboxylic acid